ClC1=CC=C(C=C1)C=C(C(C(=C)C)O)C1=CC=CC=C1 1-(4-chlorophenyl)-4-methyl-2-phenylpentane-1,4-dien-3-ol